C1N(CC2=CC=CC=C12)CC=1OC=C(C(C1)=O)OCC1C[C@H]2CC[C@@H](C1)N2S(=O)(=O)C 2-(isoindolin-2-ylmethyl)-5-(((1R,5S)-8-(methylsulfonyl)-8-azabicyclo[3.2.1]octan-3-yl)methoxy)-4H-pyran-4-one